CS(=O)(=O)C=1C=C(C=CC1)C=1N(C2=CC=C(C=C2C1)[N+](=O)[O-])C 2-[3-(methanesulfonyl)phenyl]-1-methyl-5-nitro-1H-indole